ClC=1C=C(C=C(C1)NS(=O)(=O)CC)NC(=O)C1=CN(C(=C1)C)C1=NC=C(C=C1)N1CCOCC1 N-(3-chloro-5-(ethylsulfonamido)phenyl)-5-methyl-1-(5-morpholinopyridin-2-yl)-1H-pyrrole-3-carboxamide